O[C@H]1CCC2=C(C=3CCCC3C=C12)NC(=O)N=[S@](=O)(N)C1=CN=C(S1)C(C)(C)O |o1:1| (R,S) or (R,R)-N'-((1-hydroxy-1,2,3,5,6,7-hexahydro-s-indacen-4-yl)carbamoyl)-2-(2-hydroxy-propan-2-yl)thiazole-5-sulfonimidamide